4-((3-chloro-4-(pyridin-2-ylmethoxy)phenyl)amino)-6-nitroquinazolin-7-yl trifluoromethanesulfonate FC(S(=O)(=O)OC1=C(C=C2C(=NC=NC2=C1)NC1=CC(=C(C=C1)OCC1=NC=CC=C1)Cl)[N+](=O)[O-])(F)F